CC=1C=C(C(=NC1)OC1=CC=C(C=C1)[C@@H](C)NC(C=C)=O)[N+](=O)[O-] (R)-N-(1-(4-((5-methyl-3-nitropyridin-2-yl)oxy)phenyl)ethyl)acrylamide